IC1=C(C=CC=C1)CN1C=NC=C1 1-[(2-iodophenyl)methyl]-imidazole